OC1=C(C=CC(=C1)C=1C=NNC1)C1=CN=CN=N1 6-[2-hydroxy-4-(1H-pyrazol-4-yl)phenyl]-1,2,4-triazin